6-formyl-L-lysine C(=O)C(CCC[C@H](N)C(=O)O)N